2-(di-t-butylphosphino)ethyl-trimethylammonium chloride [Cl-].C(C)(C)(C)P(CC[N+](C)(C)C)C(C)(C)C